NC1=NC=C(C2=C1C(=C(N2C)C2=C(C=C(C=C2)NC(C(=C)F)=O)C)C=2C=C(C(=NC2)C(=O)N[C@@H](C(F)(F)F)C)Cl)Br 5-(4-amino-7-bromo-2-{4-[(2-fluoroacrylamido)]-2-methylphenyl}-1-methylpyrrolo[3,2-c]pyridin-3-yl)-3-chloro-N-[(2R)-1,1,1-trifluoropropan-2-yl]pyridine-2-carboxamide